ClC=1C(=CC(=C(N)C1)F)C=1C=NC(=CC1)OCCN1CCCCC1 5-chloro-2-fluoro-4-(6-(2-(piperidin-1-yl)ethoxy)pyridin-3-yl)aniline